2-((3-bromo-1-methyl-1H-pyrazol-4-yl)methyl)-6-(1-methylpiperidin-4-yl)imidazo[1,2-a]pyridine BrC1=NN(C=C1CC=1N=C2N(C=C(C=C2)C2CCN(CC2)C)C1)C